FC=1C=C(C#N)C=C(C1)N1CCN(CC1)C(CCC=1NC(C2=CC(=CC=C2C1)F)=O)=O 3-fluoro-5-(4-(3-(7-fluoro-1-oxo-1,2-dihydroisoquinolin-3-yl)propanoyl)piperazin-1-yl)benzonitrile